S-(2-cyclopropyl-2-oxo-ethyl) ethanethioate C(C)(SCC(=O)C1CC1)=O